5-Chloro-1,6-naphthyridine-1-oxide ClC1=C2C=CC=[N+](C2=CC=N1)[O-]